1-(4-((6-amino-5-(3-hydroxy-3-methylbut-1-yn-1-yl)pyrimidin-4-yl)oxy)-2-fluorophenyl)-3-(3-(tert-butyl)-1-(4-methoxyphenyl)-1H-pyrazol-5-yl)urea NC1=C(C(=NC=N1)OC1=CC(=C(C=C1)NC(=O)NC1=CC(=NN1C1=CC=C(C=C1)OC)C(C)(C)C)F)C#CC(C)(C)O